O1-Benzyl O2-methyl (2R)-aziridine-1,2-dicarboxylate N1([C@H](C1)C(=O)OC)C(=O)OCC1=CC=CC=C1